5-(1,2-dithiolan-3-yl)valeramide S1SC(CC1)CCCCC(=O)N